ClC=1C(=C(C=CC1)NC1=NC=NC2=CC(=C(C=C12)N)C#CC1(CN(CC1)C)F)F N4-(3-chloro-2-fluorophenyl)-7-((3-fluoro-1-methylpyrrolidin-3-yl)ethynyl)quinazoline-4,6-diamine